C(C1=CC=CC=C1)OCC1COC=2C(=NC=CC2C=2C=C(SC2)C2=C(C=C(C=C2)C(=O)N2CCC(CC2)O)Cl)O1 (4-(4-(3-((benzyloxy)methyl)-2,3-dihydro-[1,4]dioxino[2,3-b]pyridin-8-yl)thiophen-2-yl)-3-chlorophenyl)(4-hydroxypiperidin-1-yl)methanone